C(C)(=O)C=1C=C(C=CC1)N1N=NC(=C1C(C)C)C(=O)O 1-(3-ACETYL-PHENYL)-5-ISOPROPYL-1H-[1,2,3]TRIAZOLE-4-CARBOXYLIC ACID